methyl 4-(2,3-difluoro-6-methoxyphenyl)-6-methylnicotinate FC1=C(C(=CC=C1F)OC)C1=CC(=NC=C1C(=O)OC)C